C1=C[SiH2]C2=C1C1=C(C=CC=3C=CC=CC13)C=C2 benzonaphthalenosilole